3-(4-(2-Hydroxyethoxy)phenyl)piperidine-2,6-dione OCCOC1=CC=C(C=C1)C1C(NC(CC1)=O)=O